CN(S(=O)(=O)N[C@@H]1[C@@H](N(CC1(F)F)C(=O)N(C)C)CC1=C(C(=CC=C1)C1=NC(=CC=C1)C)F)C (2S,3R)-3-[(dimethylsulfamoyl)amino]-4,4-difluoro-2-{[2-fluoro-3-(6-methylpyridin-2-yl)phenyl]methyl}-N,N-dimethylpyrrolidine-1-carboxamide